NC=1C=CC(=NC1)NC(C1=CC=C(C=C1)C)=O N-(5-aminopyridin-2-yl)-4-methylbenzamide